N,N'-hexane-1,6-diyl-bis[3-(3,5-di-tert-butyl-4-hydroxyphenyl)propionamide] C(CCCCCNC(CCC1=CC(=C(C(=C1)C(C)(C)C)O)C(C)(C)C)=O)NC(CCC1=CC(=C(C(=C1)C(C)(C)C)O)C(C)(C)C)=O